ClC1=C(C=CC(=C1)S(=O)(=O)C)C=1C=CC(=NC1)C1CN(C1)C(CC[C@H]1NC(OC1)=O)=O (4R)-4-[3-[3-[5-(2-chloro-4-methylsulfonyl-phenyl)-2-pyridinyl]azetidin-1-yl]-3-oxo-propyl]oxazolidin-2-one